(R)-3-(5-chloro-2-fluorophenyl)-N-methyl-5-oxo-5-(piperidin-1-yl)pentanamide ClC=1C=CC(=C(C1)[C@H](CC(=O)NC)CC(N1CCCCC1)=O)F